9-(quinolin-3-yl)-3,6-bis(4,4,5,5-tetramethyl-1,3,2-dioxaborolan-2-yl)-9H-carbazole N1=CC(=CC2=CC=CC=C12)N1C2=CC=C(C=C2C=2C=C(C=CC12)B1OC(C(O1)(C)C)(C)C)B1OC(C(O1)(C)C)(C)C